FC1(CC2=C(C(OC2O)=O)C=C1CC1=CC=C(C=C1)N1N=CC=C1)C 5-fluoro-3-hydroxy-5-methyl-6-[4-(1H-pyrazol-1-yl)benzyl]-2-benzofuran-1(3H)-one